FC1=C(C=C(C=C1)C(C)C1=CC=2NC3=CC=CC=C3SC2C=C1)C(F)(F)F 2-(1-(4-fluoro-3-(trifluoromethyl)phenyl)ethyl)-10H-phenothiazine